FC(C1=CC=CC(=N1)NC(=O)C=1C(=CC=2N(C1)C=C(N2)C2CCC(CC2)C=O)OC(C)C)F N-[6-(difluoromethyl)-2-pyridinyl]-2-(4-formylcyclohexyl)-7-isopropoxy-imidazo[1,2-a]pyridine-6-carboxamide